OC=1C=C(C=CC1)CCC(=O)C1=C(C=C(C=C1O)O)O 3-(3-hydroxyphenyl)-1-(2,4,6-trihydroxyphenyl)-1-propanone